(R and S)-5,6-difluoro-7-iodo-2-(1,1,1-trifluoro-3-hydroxy-3-methylbutan-2-yl)isoindolin-1-one FC=1C=C2CN(C(C2=C(C1F)I)=O)[C@@H](C(F)(F)F)C(C)(C)O |r|